(3R,4S)-4-phenyl-N-(pyridin-4-ylmethyl)pyrrolidine-3-carboxamide dihydrochloride Cl.Cl.C1(=CC=CC=C1)[C@@H]1[C@H](CNC1)C(=O)NCC1=CC=NC=C1